FC1=C(C=CC=C1)CC(C#CC1=CC=CC=C1)=O 1-(2-fluorophenyl)-4-phenylbut-3-yn-2-one